C(C)OC(C(C(O)C1=CNC2=CC=C(C=C12)Br)(F)F)=O ethyl-3-(5-bromo-1H-indol-3-yl)-2,2-difluoro-3-hydroxypropanoate